C(C)C1=NC=2C(=C3C(=NC2)C=CO3)N1[C@H]1CC[C@@H](OC1)CC#N 2-[(2R,5S)-5-[2-ethylfuro[3,2-b]imidazo[4,5-d]pyridin-1-yl]tetrahydropyran-2-yl]acetonitrile